(2S,3S)-ethyl 3-((6-(benzo[b]thiophen-2-yl)-5-fluoro-2-(5H-pyrrolo[2,3-b]pyrazin-7-yl)pyrimidin-4-yl)amino)bicyclo[2.2.2]octane-2-carboxylate S1C2=C(C=C1C1=C(C(=NC(=N1)C1=CNC3=NC=CN=C31)N[C@@H]3[C@H](C1CCC3CC1)C(=O)OCC)F)C=CC=C2